N-(2,4-difluoro-3-(7-fluoro-3-(1H-imidazol-2-yl)-1H-indazol-6-yl)phenyl)benzene-sulfonamide FC1=C(C=CC(=C1C1=CC=C2C(=NNC2=C1F)C=1NC=CN1)F)NS(=O)(=O)C1=CC=CC=C1